4-(2-(3,5-Dichloro-4-(3-chloropropoxy)phenyl)propan-2-yl)phenol ClC=1C=C(C=C(C1OCCCCl)Cl)C(C)(C)C1=CC=C(C=C1)O